4,4'-Dimethylbiphenyl CC1=CC=C(C=C1)C1=CC=C(C=C1)C